ClC=1C=C(C#N)C=C(C1OC1=C(N=CN(C1=O)CC1=C(N=C(NC1=O)C)C)C(C(F)F)(F)F)C 3-chloro-4-((1-((2,4-dimethyl-6-oxo-1,6-dihydropyrimidin-5-yl)methyl)-6-oxo-4-(1,1,2,2-tetrafluoroethyl)-1,6-dihydropyrimidin-5-yl)oxy)-5-methylbenzonitrile